benzyl (2R)-4-{7-chloro-8-fluoro-2-oxo-1H,2H-pyrido[4,3-d]pyrimidin-4-yl}-2-methylpiperidine-1-carboxylate ClC1=C(C=2NC(N=C(C2C=N1)C1C[C@H](N(CC1)C(=O)OCC1=CC=CC=C1)C)=O)F